3-ethyl-5-hydroxy-2-azabicyclo[2.2.1]heptane-2-carboxylic acid tert-butyl ester C(C)(C)(C)OC(=O)N1C2CC(C(C1CC)C2)O